C(C1=CC=CC=C1)C(CCCCCCCCCCCCCCC)N(C)C benzyldimethylhexadecyl-amin